1-(4-(1-(2,6-dichlorophenyl)azetidin-3-yl)-2,6-dimethylbenzyl)-2,2-dimethylpiperidine-4-carboxylic acid, formate salt C(=O)O.ClC1=C(C(=CC=C1)Cl)N1CC(C1)C1=CC(=C(CN2C(CC(CC2)C(=O)O)(C)C)C(=C1)C)C